N[C@H]1CC[C@H](CC1)N[C@H]1[C@@H](C1)C1=CC(=CS1)C(=O)NC1CCC(CC1)(F)F 5-((1R,2R)-2-(cis-(4-aminocyclohexyl)amino)cyclopropyl)-N-(4,4-difluorocyclohexyl)-thiophene-3-carboxamide